4-(1-cyanocyclobutyl)-N-(4-methyl-3-(7-(methylamino)-1,6-naphthyridin-3-yl)phenyl)pyridinecarboxamide C(#N)C1(CCC1)C1=CC(=NC=C1)C(=O)NC1=CC(=C(C=C1)C)C=1C=NC2=CC(=NC=C2C1)NC